BrC1=C(C=CC=C1)C=1C=C2C(=CC1)N1C3=C2C=CC=C3C=3C=CC=CC13 5-(2-bromophenyl)indolo[3,2,1-jk]carbazole